N-((S)-3-(oxazol-5-yl)-1-oxo-1-(((R)-4-phenyl-1-((3aS,4S,6S,7aR)-3a,5,5-trimethylhexahydro-4,6-methanobenzo[d][1,3,2]dioxaborol-2-yl)butyl)amino)propan-2-yl)pyrazine-2-carboxamide O1C=NC=C1C[C@@H](C(N[C@@H](CCCC1=CC=CC=C1)B1O[C@@]2([C@H](O1)C[C@H]1C([C@@H]2C1)(C)C)C)=O)NC(=O)C1=NC=CN=C1